(S)-N-(2-methyl-5-(3-(trifluoromethyl)-[1,2,4]triazolo[4,3-b]pyridazin-6-yl)phenyl)-3-phenylisooxazolidine-2-carboxamide CC1=C(C=C(C=C1)C=1C=CC=2N(N1)C(=NN2)C(F)(F)F)NC(=O)N2OCC[C@H]2C2=CC=CC=C2